BrC=1C(=CC(=C(C1)C(=O)C1CCC1)F)F (5-bromo-2,4-difluoro-phenyl)-cyclobutyl-methanone